5-bromo-N2-(4-(4-(dimethylamino)piperidin-1-yl)-2-methyl-2,3-dihydrobenzofuran-7-yl)-N4-(1-(methylsulfonyl)indolin-7-yl)pyrimidine-2,4-diamine BrC=1C(=NC(=NC1)NC1=CC=C(C=2CC(OC21)C)N2CCC(CC2)N(C)C)NC=2C=CC=C1CCN(C21)S(=O)(=O)C